ClC1=CSC2=C1NC(=C2)C(=O)N2C1CC(C(C2C(=O)NC(CC2C(NCCC2)=O)C#N)CC1)(F)F 2-(3-chloro-4H-thieno[3,2-b]pyrrole-5-carbonyl)-N-[1-cyano-2-[2-oxo-3-piperidyl]ethyl]-5,5-difluoro-2-azabicyclo[2.2.2]octane-3-carboxamide